oct-5-en-1-ol C(CCCC=CCC)O